(4-(2,6-dimethylphenyl)piperazin-1-yl)(5,5-dioxido-4H-thieno[3,2-c]thiochromen-2-yl)methanone CC1=C(C(=CC=C1)C)N1CCN(CC1)C(=O)C1=CC=2CS(C=3C=CC=CC3C2S1)(=O)=O